(2-chloropyrimidine-4,6-diyl)dimethanol ClC1=NC(=CC(=N1)CO)CO